O1C[C@@H](OC2=NC=CC=C21)C2=CC=C(CN1CCC(CC1)(C(=O)O)C1=CC=CC=C1)C=C2 1-[(S)-4-(2,3-dihydro-[1,4]dioxino[2,3-b]pyridin-3-yl)-benzyl]-4-phenyl-piperidine-4-carboxylic acid